C12CN(CC2C1)C1=CC(=CC(=N1)NC1=NC=C(N=C1)C1CC1)C1CCOCC1 N-(6-(3-azabicyclo[3.1.0]hexan-3-yl)-4-(tetrahydro-2H-pyran-4-yl)pyridin-2-yl)-5-cyclopropylpyrazin-2-amine